4-ethylenedioxythiophene-2,5-dicarboxylic acid C1OC=2C(=C(SC2C(=O)O)C(=O)O)OC1